N-((tetrahydro-2H-pyran-2-yl)oxy)nicotinamide O1C(CCCC1)ONC(C1=CN=CC=C1)=O